3-tert-butoxy-2,2-dimethyl-4-oxobutanoic acid C(C)(C)(C)OC(C(C(=O)O)(C)C)C=O